FCOC1=C(C=CC(=C1)S(=O)(=O)C)NCC#CC=1N(C2=CC=CC(=C2C1)NC1CCC(CC1)N(C)CCOC)CC(F)(F)F (1S,4S)-N1-(2-(3-((2-(fluoromethoxy)-4-(methylsulfonyl)phenyl)amino)prop-1-yn-1-yl)-1-(2,2,2-trifluoroethyl)-1H-indol-4-yl)-N4-(2-methoxyethyl)-N4-methylcyclohexane-1,4-diamine